ClC=1C(=NC(=NC1)NC1=C(C=C2CCN(CC2=C1)C)OC)N1CC(C2=CC=CC=C12)CO (1-(5-Chloro-2-((6-methoxy-2-methyl-1,2,3,4-tetrahydroisoquinolin-7-yl)amino)pyrimidin-4-yl)indolin-3-yl)methanol